ClC1=CC=C(C=C1)S(=O)(=O)/C=C/C1=NC=CC=C1F (E)-2-(2-(4-chlorophenylsulfonyl)vinyl)-3-fluoropyridine